C(C)(=O)C=1C(=NN(C1)C)C(F)(F)F 4-acetyl-1-methyl-3-trifluoromethylpyrazole